Cl.OC1(CC1)C1NCC=2C=CC(=NC2C1)C(=O)O 7-(1-hydroxycyclopropyl)-5,6,7,8-tetrahydro-1,6-naphthyridine-2-carboxylate hydrochloride